OCCOC1=CC=C(C=C1)C(C(C)CO)=O 1-[4-(2-hydroxyethoxy)-phenyl]-2-hydroxymethylpropan-1-one